4-(5-(3,5-dimethylisoxazol-4-yl)-1-(1-(2-hydroxy-2-methylpropyl)-1H-pyrazol-4-yl)-1H-pyrrolo[2,3-b]pyridin-3-yl)-3-isopropoxybenzoic acid CC1=NOC(=C1C=1C=C2C(=NC1)N(C=C2C2=C(C=C(C(=O)O)C=C2)OC(C)C)C=2C=NN(C2)CC(C)(C)O)C